BrC=1C(=CC=CC1)CC 3-bromo-2-ethylbenzene